BrC1=NN(C(C2=CC=C(C=C12)C1(CC1)F)=O)CC(=O)NC1=NC=C(C=N1)F 2-(4-bromo-6-(1-fluorocyclopropyl)-1-oxophthalazin-2(1H)-yl)-N-(5-fluoropyrimidin-2-yl)acetamide